3-bromo-7-chloro-dibenzothiophene BrC=1C=CC2=C(SC3=C2C=CC(=C3)Cl)C1